CC1=CC=CC(=N1)C1=C(N=CN1)C=1C=C2C=C(C=NC2=CC1)C(=O)OCCN1CCC2(CNC2)CC1 2-(2,7-diazaspiro[3.5]nonan-7-yl)ethyl 6-(5-(6-methylpyridin-2-yl)-1H-imidazol-4-yl)quinoline-3-carboxylate